cis-N-(2-chloro-3-((5-chloro-3-methyl-4-oxo-3,4-dihydroquinazolin-6-yl)oxy)-4-fluorophenyl)-3,4-difluoropyrrolidine-1-sulfonamide ClC1=C(C=CC(=C1OC=1C(=C2C(N(C=NC2=CC1)C)=O)Cl)F)NS(=O)(=O)N1C[C@H]([C@H](C1)F)F